5-((4-((4-((3,4-dichloro-2-fluorophenyl)amino)-7-methoxyquinazolin-6-yl)oxy)piperidin-1-yl)methyl)-2-(2,6-dioxopiperidin-3-yl)-4-fluoroisoindoline-1,3-dione ClC=1C(=C(C=CC1Cl)NC1=NC=NC2=CC(=C(C=C12)OC1CCN(CC1)CC=1C(=C2C(N(C(C2=CC1)=O)C1C(NC(CC1)=O)=O)=O)F)OC)F